(S)-5-(4-((S)-2-(4-chlorophenyl)-3-(isopropylamino)propionyl)piperazin-1-yl-2,2,3,3,5,5,6,6-d8)-4-methyl-1,4-dihydro-2H-pyrimidine ClC1=CC=C(C=C1)[C@H](C(=O)N1C(C(N(C(C1([2H])[2H])([2H])[2H])C=1[C@@H](NCNC1)C)([2H])[2H])([2H])[2H])CNC(C)C